3-fluoro-4-[2-methyl-6-[4-fluoro-3-(trifluoromethyl)phenyl]imidazo[1,2-a]pyrazin-3-yl]phenol FC=1C=C(C=CC1C1=C(N=C2N1C=C(N=C2)C2=CC(=C(C=C2)F)C(F)(F)F)C)O